3-bis(2-hydroxyethyl)amino-2-hydroxypropanesulfonic acid sodium salt [Na+].OCCN(CC(CS(=O)(=O)[O-])O)CCO